FC1=CC=C(C=C1)C1=CC=2C(=NC=C(C2)C=2C=C(SC2)C(=O)NCCCN2CCCC2)N1 4-(2-(4-fluorophenyl)-1H-pyrrolo-[2,3-b]pyridin-5-yl)-N-(3-(pyrrolidin-1-yl)propyl)thiophene-2-carboxamide